OC[C@H](C(C)C)NC(OCCCC)=O butyl N-[(1S)-1-(hydroxymethyl)-2-methyl-propyl]carbamate